3,6-bis(4-amino-5-methylphenoxy)benzonorbornane NC1=CC=C(OC2C3C4=C(C2CC3)C=C(C=C4)OC4=CC=C(C(=C4)C)N)C=C1C